C1(=CC=CC=C1)C=1C(=C2C(=C(C(=C(C2=CC1)S(=O)(=O)O)C(C)C)C(C)C)C1=CC=CC=C1)C1=CC=CC=C1 triphenylDiisopropylnaphthalenesulfonic acid